FC1(C[C@@H]([C@@H](C2=CC=C(C=C12)O)C1=CC=C(C=C1)N1CCC(CC1)CN1CCN(CC1)C=1C=C2CN(C(C2=CC1)=O)[C@H]1C(NC(CC1)=O)=O)C1=CC=CC=C1)F (R)-3-(5-(4-((1-(4-((1R,2S)-4,4-difluoro-6-hydroxy-2-phenyl-1,2,3,4-tetrahydronaphthalen-1-yl)phenyl)piperidin-4-yl)methyl)piperazin-1-yl)-1-oxoisoindolin-2-yl)piperidine-2,6-dione